N~2~-(3-chlorobenzyl)-N-((1R,2R,4S)-7-cyano-7-azabicyclo[2.2.1]heptan-2-yl)-N~2~-(4-methoxybenzyl)glycinamide ClC=1C=C(CN(CC(=O)N[C@H]2[C@H]3CC[C@@H](C2)N3C#N)CC3=CC=C(C=C3)OC)C=CC1